methyl (5-((3-(3-(4-chloro-3,5-dimethylphenoxy)propyl)-7-(1,3,5-trimethyl-1H-pyrazol-4-yl)-1H-indole-2-carboxamido)methyl)furan-2-carbonyl)-L-isoleucinate ClC1=C(C=C(OCCCC2=C(NC3=C(C=CC=C23)C=2C(=NN(C2C)C)C)C(=O)NCC2=CC=C(O2)C(=O)N[C@@H]([C@@H](C)CC)C(=O)OC)C=C1C)C